COCCl methoxy(methyl) chloride